3-[[2-(4-bromo-3-methoxycarbonyl-anilino)-5-methyl-pyrimidin-4-yl]amino]glutaric acid diethyl ester C(C)OC(CC(CC(=O)OCC)NC1=NC(=NC=C1C)NC1=CC(=C(C=C1)Br)C(=O)OC)=O